5-cyano-N-[2,4-difluoro-3-[1-(1-[[2-(trimethylsilyl)ethoxy]methyl]imidazol-2-yl)imidazo[1,5-a]pyrazin-6-yl]phenyl]-2-methoxypyridine-3-sulfonamide C(#N)C=1C=C(C(=NC1)OC)S(=O)(=O)NC1=C(C(=C(C=C1)F)C=1N=CC=2N(C1)C=NC2C=2N(C=CN2)COCC[Si](C)(C)C)F